Benzyl ((4S)-1-bromo-4-(4-fluorophenyl)-2-oxohexan-3-yl)carbamate BrCC(C([C@@H](CC)C1=CC=C(C=C1)F)NC(OCC1=CC=CC=C1)=O)=O